hydroxymethyl-4,4'-Dinitro-1,1'-biphenyl OCC1=C(C=CC(=C1)[N+](=O)[O-])C1=CC=C(C=C1)[N+](=O)[O-]